2,3-dimethoxy-9-cyano-7,12-dihydro-indolo[3,2-d][1]benzazepin-6(5H)-one COC=1C(=CC2=C(C3=C(CC(N2)=O)C2=CC(=CC=C2N3)C#N)C1)OC